2-chloro-5-(4,5-dimethyl-1H-imidazol-2-yl)-N-isopropyl-pyridin-4-amine ClC1=NC=C(C(=C1)NC(C)C)C=1NC(=C(N1)C)C